3-(6-(4-methoxypyrrolo[2,1-f][1,2,4]triazin-5-yl)-2-methyl-1H-imidazo[4,5-b]pyridin-1-yl)cyclopentan-1-ol COC1=NC=NN2C1=C(C=C2)C=2C=C1C(=NC2)N=C(N1C1CC(CC1)O)C